2-(1-ethyl-3-methyl-1H-pyrazole-5-carboxamido)-3H-imidazo[4,5-b]Pyridine-6-carboxamide C(C)N1N=C(C=C1C(=O)NC1=NC=2C(=NC=C(C2)C(=O)N)N1)C